C(#N)C=1C=NN2C1C(=CC(=C2)OCC)C=2C=CC(=NC2)N2C[C@H]([C@H](C2)O)NC(OC(C)(C)C)=O tert-butyl ((3R,4S)-1-(5-(3-cyano-6-ethoxypyrazolo[1,5-a]pyridin-4-yl)pyridin-2-yl)-4-hydroxypyrrolidin-3-yl)carbamate